8-Bromo-7-fluoro-1-methyl-1,5-naphthyridin-2(1H)-one BrC=1C(=CN=C2C=CC(N(C12)C)=O)F